4-(6-((4-(2-hydroxypropan-2-yl)-6-(5-(trifluoromethyl)thiazol-2-yl)pyridin-2-yl)amino)-3-(methyl-d3)-2-oxo-2,3-dihydro-1H-imidazo[4,5-c]pyridin-1-yl)bicyclo[2.2.2]octane-1-carboxamide OC(C)(C)C1=CC(=NC(=C1)C=1SC(=CN1)C(F)(F)F)NC1=CC2=C(C=N1)N(C(N2C21CCC(CC2)(CC1)C(=O)N)=O)C([2H])([2H])[2H]